ClC=1C(=NC(=C(C(=O)NC2=CC(=NC=C2)OC)C1)OC1=C(C=C(C=C1)F)C)C(F)(F)F 5-chloro-2-(4-fluoro-2-methylphenoxy)-N-(2-methoxypyridin-4-yl)-6-(trifluoromethyl)nicotinamide